[C@@H]12CN(C[C@H]2C1)C1=NC(=CC(=N1)NC(C1=C(C=C(C=C1)NS(=O)(=O)CCO)N1CCC2(CC2)CC1)=O)C N-(2-((1R,5S)-3-Azabicyclo[3.1.0]hexan-3-yl)-6-methylpyrimidin-4-yl)-4-((2-hydroxyethyl)sulfonamido)-2-(6-azaspiro[2.5]octan-6-yl)benzamide